CCCC(CC)=O Hexane-4-one